CN1C(C2(C3=CC=CC=C13)C1(NC(C2)C(=O)N)CCCCC1)=O methyl-2''-oxodispiro[cyclohexane-1,2'-pyrrolidine-3',3''-indoline]-5'-carboxamide